5-(1-cyclohexyl-1H-pyrazol-4-yl)-3-(5-phenylisoxazol-3-yl)pyridin-2-amine C1(CCCCC1)N1N=CC(=C1)C=1C=C(C(=NC1)N)C1=NOC(=C1)C1=CC=CC=C1